N-(1-cyclopropyl-2,2,2-trifluoroethyl)-5-(3-fluoropyridin-2-yl)-7-methylpyrazolo[1,5-a]Pyrimidine C1(CC1)C(C(F)(F)F)N1CC=C2N1C(=CC(=N2)C2=NC=CC=C2F)C